FC1=C(C=CC=C1C(F)(F)F)C#CC1=NNC2=C1C=1N(C(=N2)N2CCC3([C@@H]([C@@H](OC3)C)N)CC2)C=CN1 (3S,4S)-8-(9-((2-fluoro-3-(trifluoromethyl)phenyl)ethynyl)-7H-imidazo[1,2-c]pyrazolo[4,3-e]pyrimidin-5-yl)-3-methyl-2-oxa-8-azaspiro[4.5]decan-4-amine